CN1C(C(N(C(C1CC=1C=NC=CC1)=O)C)=O)=O 1,4-dimethyl-6-(pyridin-3-ylmethyl)piperazine-2,3,5-trione